C(C=C)(=O)O.C(C(=C)C)(=O)N methacrylamide, acrylic acid salt